2,3-(methylenedioxy)-6-methylbenzene-1,4-diol CC1=CC(=C2C(=C1O)OCO2)O